6-methyl-1,4-diethoxynaphthalene CC=1C=C2C(=CC=C(C2=CC1)OCC)OCC